OCCCN(O)CCCO bishydroxypropyl-hydroxylamine